2-(2,4-Bis(trifluoromethyl)phenyl)-N-(4-fluorophenyl)-N-((5-(6-morpholinopyridazin-3-yl)-1,3,4-oxadiazol-2-yl)methyl)acetamide t-Butyl-7-oxo-2-azaspiro[3.5]nonane-2-carboxylate C(C)(C)(C)OC(=O)N1CC2(C1)CCC(CC2)=O.FC(C2=C(C=CC(=C2)C(F)(F)F)CC(=O)N(CC=2OC(=NN2)C=2N=NC(=CC2)N2CCOCC2)C2=CC=C(C=C2)F)(F)F